[Na+].[Na+].S(=O)(=O)([O-])CCCCN(C1=CC(=CC=C1)C)CCCCS(=O)(=O)[O-].[Na+] sodium N,N-bis(4-sulfobutyl)-3-methylaniline disodium salt